1-{4-[(6-chlorohexyl)oxy]phenyl}ethane-1-one ClCCCCCCOC1=CC=C(C=C1)C(C)=O